O-oxan-2-ylhydroxylamine O1C(CCCC1)ON